C(#N)N1[C@H]2[C@@H](C[C@@H]1CC2)NC(C2=C(C=C(C=C2)N2C=NC(=C2)C)F)=O N-((1R,2R,4S)-7-cyano-7-azabicyclo[2.2.1]heptan-2-yl)-2-fluoro-4-(4-methyl-1H-imidazol-1-yl)benzamide